tert-butyl 4-(4-((4-cyano-2-fluorobenzyl)oxy)pyrimidin-2-yl)-3,6-dihydropyridine-1(2H)-carboxylate C(#N)C1=CC(=C(COC2=NC(=NC=C2)C=2CCN(CC2)C(=O)OC(C)(C)C)C=C1)F